O=C1N(C=CC(N1)=O)[C@H]1[C@]([C@@H]([C@H](O1)COC1=C(OP(=O)=N[C@H](C(=O)OC(C)C)C)C=CC=C1)O)(C)F (S)-Isopropyl 2-((S)-(((2R,3R,4R,5R)-5-(2,4-dioxo-3,4-dihydropyrimidin-1(2H)-yl)-4-fluoro-3-hydroxy-4-methyltetrahydrofuran-2-yl)methoxy)(phenoxy)phosphorylamino)propanoate